2-(4-cyanophenyl)-5-phenylOxazole-4-carboxylic acid ethyl ester C(C)OC(=O)C=1N=C(OC1C1=CC=CC=C1)C1=CC=C(C=C1)C#N